1-(4-fluorophenyl)-3-(4-((3aS,4S,6aR)-2-oxohexahydro-1H-thieno[3,4-d]imidazol-4-yl)butyl)thiourea FC1=CC=C(C=C1)NC(=S)NCCCC[C@@H]1SC[C@@H]2NC(N[C@@H]21)=O